(S)-N-(4-(4-amino-7-(2-hydroxypropyl)-7H-pyrrolo[2,3-d]pyrimidin-5-yl)phenyl)-2-oxo-1-phenyl-2,4,5,6-tetrahydro-1H-pyrrolo[1,2-b]pyrazole-3-carboxamide NC=1C2=C(N=CN1)N(C=C2C2=CC=C(C=C2)NC(=O)C2=C1N(N(C2=O)C2=CC=CC=C2)CCC1)C[C@H](C)O